squalane CC(C)CCCC(C)CCCC(C)CCCCC(C)CCCC(C)CCCC(C)C